C(C)(C)(C)C=1C=C(CP([O-])([O-])=O)C=C(C1O)C(C)(C)C 3,5-ditert-butyl-4-hydroxy-benzylphosphonate